5-ethynyl-N-[4-(4-methylpiperazin-1-yl)phenyl]-7-phenoxypyrido[2,3-d]pyrimidin-2-amine C(#C)C1=CC(=NC=2N=C(N=CC21)NC2=CC=C(C=C2)N2CCN(CC2)C)OC2=CC=CC=C2